C1(CC1)[C@@H](C=1C=CC2=C(N=C(O2)[C@@H](NC(=O)C2=NON=C2C)C2CCC(CC2)(F)F)C1F)N1C(N[C@@H](C1)C(F)(F)F)=O N-((S)-(5-((S)-Cyclopropyl((S)-2-oxo-4-(trifluoromethyl)imidazolidin-1-yl)methyl)-4-fluorobenzo[d]oxazol-2-yl)(4,4-difluorocyclohexyl)methyl)-4-methyl-1,2,5-oxadiazole-3-carboxamide